2-[(2-piperidine-4-ylethyl)amino]-2-(4-propoxyphenyl)-N-(2-pyridine-4-ylethyl)acetamid N1CCC(CC1)CCNC(C(=O)NCCC1=CC=NC=C1)C1=CC=C(C=C1)OCCC